NC1=NC(N(C=C1)[C@@H]1C(=C([C@H]([C@H]1O)O)CO)F)=O 4-amino-1-((1S,4R,5S)-2-fluoro-4,5-dihydroxy-3-hydroxymethyl-cyclopent-2-enyl)-1H-pyrimidin-2-one